tert-butyl 4-(3-iodo-2-oxopyridin-1-yl)butanoate IC=1C(N(C=CC1)CCCC(=O)OC(C)(C)C)=O